3-({4-[(1,5-dimethyl-3-oxo-2-phenyl-2,3-dihydro-1H-pyrazol-4-yl)sulfamoyl]phenyl}carbamoyl)propanoic acid CN1N(C(C(=C1C)NS(=O)(=O)C1=CC=C(C=C1)NC(=O)CCC(=O)O)=O)C1=CC=CC=C1